(3R,4S)-3-cyclopropyl-1-[6-[1-(difluoromethyl)pyrazol-4-yl]-3-fluoropyrazolo[1,5-a]pyrazin-4-yl]-4-methyl-2-oxopyrrolidine-3-carbonitrile C1(CC1)[C@]1(C(N(C[C@H]1C)C=1C=2N(C=C(N1)C=1C=NN(C1)C(F)F)N=CC2F)=O)C#N